5-(2,7-diazaspiro[4.4]nonan-2-yl)-5-[4-[4-(trifluoromethoxy)phenoxy]phenyl]hexahydropyrimidine-2,4,6-trione 2,2,2-trifluoroacetic acid salt FC(C(=O)O)(F)F.C1N(CCC12CNCC2)C2(C(NC(NC2=O)=O)=O)C2=CC=C(C=C2)OC2=CC=C(C=C2)OC(F)(F)F